2-amino-2-(p-tolyl)acetic acid NC(C(=O)O)C1=CC=C(C=C1)C